IC1C(N(CC2(CC2)C1)C1CCN(CC1)C)=O 7-iodo-5-(1-methylpiperidin-4-yl)-5-azaspiro[2.5]octan-6-one